4-amino-1-(4-bromo-2-ethoxy-6-fluorophenyl)-3-isopropyl-1H-pyrazole-5-carboxamide NC=1C(=NN(C1C(=O)N)C1=C(C=C(C=C1F)Br)OCC)C(C)C